(2S,3S,4S,5R)-4-[[3-(4-Fluoro-2-hydroxy-phenyl)-4,5-dimethyl-5-(trifluoromethyl)tetrahydrofuran-2-carbonyl]amino]pyridin-2-carboxamid FC1=CC(=C(C=C1)[C@H]1[C@H](O[C@]([C@H]1C)(C(F)(F)F)C)C(=O)NC1=CC(=NC=C1)C(=O)N)O